CC(CCCC)C(C(=O)[O-])(C(=O)[O-])C.[K+].[Li+] lithium potassium 2-(hex-2-yl)-2-methylmalonate